4-[4-(Benzylamino)-3-nitrophenyl]isoxazole C(C1=CC=CC=C1)NC1=C(C=C(C=C1)C=1C=NOC1)[N+](=O)[O-]